[N+](=O)([O-])C1=C(C(=CC(=C1)[N+](=O)[O-])[N+](=O)[O-])N=[N+]=[N-] 2,4,6-Trinitroazidobenzen